vinyl alcohol acetoacetate C(CC(=O)C)(=O)OC=C